(5-anilino-1H-indol-3-yl)-3,4-dihydroisoquinoline-2(1H)-carboxamide N(C1=CC=CC=C1)C=1C=C2C(=CNC2=CC1)C1N(CCC2=CC=CC=C12)C(=O)N